(3-(trifluoromethyl)phenyl)methan-d2-ol FC(C=1C=C(C=CC1)C(O)([2H])[2H])(F)F